N-(quinolin-8-yl)picolinamide N1=CC=CC2=CC=CC(=C12)NC(C1=NC=CC=C1)=O